4-[4-(3-chloro-4-cyclohexylphenyl)butyl]morpholine ClC=1C=C(C=CC1C1CCCCC1)CCCCN1CCOCC1